(S)-3-bromo-4-((1-cyclopropyl-2,2-difluoro-3-hydroxypropyl)amino)-1-methyl-6-nitro-quinolin-2(1H)-one BrC=1C(N(C2=CC=C(C=C2C1N[C@H](C(CO)(F)F)C1CC1)[N+](=O)[O-])C)=O